3-(7-((2-(2-methyl-1H-indol-3-yl)ethyl)amino)thiazolo[5,4-d]pyrimidin-5-yl)pyridin-2-ol CC=1NC2=CC=CC=C2C1CCNC=1C2=C(N=C(N1)C=1C(=NC=CC1)O)SC=N2